N1C(=NC2=C1C=CC=C2)C2=CC=C(C=O)C=C2 4-(1H-benzimidazole-2-yl)benzaldehyde